N-methyl-4-(nonadecenyl)-N-octadecyl-aniline ethyl-(6'S,7a'R)-6'-fluoro-3'-oxotetrahydrospiro[cyclopropane-1,1'-pyrrolizine]-7a'(5'H)-carboxylate C(C)OC(=O)[C@@]12C[C@@H](CN2C(CC12CC2)=O)F.CN(C2=CC=C(C=C2)C=CCCCCCCCCCCCCCCCCC)CCCCCCCCCCCCCCCCCC